5,5-dimethyl-2-hexanol CC(CCC(C)O)(C)C